4-(6-((4-chloro-2-fluorobenzyl)oxy)pyridin-2-yl)piperazine ClC1=CC(=C(COC2=CC=CC(=N2)N2CCNCC2)C=C1)F